BrC1=CC2=C(OCC=CC2C2=CC=CC=C2)C(=C1)NC(OC(C)(C)C)=O tert-butyl (7-bromo-5-phenyl-2,5-dihydrobenzo[b]oxepin-9-yl)carbamate